CC(C)(CC(CCCCCCCC)(O)C)O 2,4-dimethyl-2,4-dodecanediol